(3-(2,2,2-trifluoro-1-phenylethyl)-1,2,3-oxadiazol-3-ium-5-yl)((3-(trifluoromethyl)phenyl)carbamoyl)amide FC(C(C1=CC=CC=C1)[N+]1=NOC(=C1)[N-]C(NC1=CC(=CC=C1)C(F)(F)F)=O)(F)F